1-((6-methoxy-1-methyl-1H-benzimidazol-7-yl)methyl)-3-(4-(trifluoromethoxy)-phenyl)urea COC=1C=CC2=C(N(C=N2)C)C1CNC(=O)NC1=CC=C(C=C1)OC(F)(F)F